ClC=1C=C2C(C(NC2=C(C1Cl)C)=O)=C 5,6-dichloro-7-methyl-3-methylidene-1H-indol-2-one